3-methoxy-4-nitrobenzoic acid COC=1C=C(C(=O)O)C=CC1[N+](=O)[O-]